(S)-2-(7,7-difluoro-3-hydroxy-3-methylhept-6-en-1-yl)-3,5,6-trimethylcyclohex-2,5-diene-1,4-dione FC(=CCC[C@](CCC=1C(C(=C(C(C1C)=O)C)C)=O)(C)O)F